3-((3-chloro-2-((4-methoxybenzyl)(methyl-d)amino)pyridin-4-yl)thio)propanoic acid ethyl ester C(C)OC(CCSC1=C(C(=NC=C1)N(C[2H])CC1=CC=C(C=C1)OC)Cl)=O